(R)-(1,3-Dimethyl-azetidin-3-yl)-{5-[5-(4-fluoro-tetrahydro-pyran-4-yl)-[1,2,4]oxadiazol-3-yl]-pyridin-3-yl}-(4-isopropyl-phenyl)-methanol CN1CC(C1)(C)[C@](O)(C1=CC=C(C=C1)C(C)C)C=1C=NC=C(C1)C1=NOC(=N1)C1(CCOCC1)F